4-butyl-N-(quinolin-3-yl)benzamide C(CCC)C1=CC=C(C(=O)NC=2C=NC3=CC=CC=C3C2)C=C1